benzyl (1-(5-hydroxy-4-(isoxazol-4-ylcarbamoyl)-1-methyl-6-oxo-1,6-dihydropyrimidin-2-yl)cyclopropyl)carbamate OC1=C(N=C(N(C1=O)C)C1(CC1)NC(OCC1=CC=CC=C1)=O)C(NC=1C=NOC1)=O